C12NCC(C1N1C(=NC=3C(=NC=4C(=C(N=CC4C31)C3=CC(=CC1=CC=CC=C31)O)F)N3CC(C3)N(C)C)CCC(=O)OC)C2 methyl 3-(1-((endo)-2-azabicyclo[2.1.1]hexan-5-yl)-4-(3-(dimethylamino)azetidin-1-yl)-6-fluoro-7-(3-hydroxynaphthalen-1-yl)-1H-imidazo[4,5-c][1,6]naphthyridin-2-yl)propanoate